FC1(NC=CC(=C1)N)N 2-fluoro-2-amino-4-aminopyridine